O[C@@H]1CC[C@@]2(C3CC[C@@]4([C@H](CCC4C3[C@H](CC2C1)O)[C@@H](CCC(=O)NC=1C=C(NC1)C(=O)[O-])C)C)C 4-((4R)-4-((3R,7S,10S,13R,17R)-3,7-dihydroxy-10,13-dimethylhexadecahydro-1H-cyclopenta[a]phenanthren-17-yl)pentanamido)-1H-pyrrole-2-carboxylate